Cl.NCC1=CC=C(S1)C(CSC1=NC(=NC2=CC(=CC=C12)F)C)=O 1-(5-(aminomethyl)thiophen-2-yl)-2-((7-fluoro-2-methylquinazolin-4-yl)thio)ethan-1-one hydrochloride